O=C1NC(CC[C@@H]1N1C(C2=CC=C(C=C2C1=O)N1CCC(CC1)CC(=O)N1CCC(CC1)NC1=C2N=CN(C2=NC=N1)C1CC(C1)NC(C1=NC(=CC=C1)C)=O)=O)=O N-((1s,3s)-3-(6-((1-(2-(1-(2-(2,6-dioxopiperidin-3-yl)-1,3-dioxoisoindolin-5-yl)piperidin-4-yl)acetyl)piperidin-4-yl)amino)-9H-purin-9-yl)cyclobutyl)-6-methylpicolinamide